N1C(=CC=2C=NC=CC21)CNC(CN2C(=NC=C(C2=O)NCC2=CC1=C(OC3=C1C=CC=C3)C=C2)C2CCCC2)=O N-((1H-pyrrolo[3,2-c]pyridin-2-yl)methyl)-2-(2-cyclopentyl-5-((dibenzo[b,d]furan-2-ylmethyl)amino)-6-oxopyrimidin-1(6H)-yl)acetamide